3-(4-((4-butylphenyl)diazenyl)phenoxy)butan-1-ol 1-methyladenosine-5'-triphosphate P(O)(=O)(OP(=O)(O)OP(=O)(O)O)OC[C@@H]1[C@H]([C@H]([C@@H](O1)N1C=NC=2C(=N)N(C=NC12)C)O)O.C(CCC)C1=CC=C(C=C1)N=NC1=CC=C(OC(CCO)C)C=C1